CC1(OC2=CC(=C3C(=C2C2=C1C=CC(=C2)C)OC(OC3=O)CC(C)=O)CCCCC)C 8,8,11-trimethyl-2-(2-oxopropyl)-5-pentyl-4H,8H-benzo[c][1,3]dioxino[4,5-f]chromen-4-one